2,4-dihydropyrazolo[3',4':4,5]pyrrolo[3,2-b]pyridine-3-carboxylate N=1NC(=C2C1C1=NC=CC=C1N2)C(=O)[O-]